1-morpholino-5-(trimethylsilyl)pent-4-yn-2-ol O1CCN(CC1)CC(CC#C[Si](C)(C)C)O